(S)-3-(5-((4-(3-((2-(1-hydroxyethyl)-1H-imidazol-1-yl)methyl)isoxazol-5-yl)phenyl)ethynyl)pyridin-2-yl)propanoic acid O[C@@H](C)C=1N(C=CN1)CC1=NOC(=C1)C1=CC=C(C=C1)C#CC=1C=CC(=NC1)CCC(=O)O